C1(CC1)C1=CC(=C(C(=O)N2CCC(CC2)C2=C(C(=O)N)C=CC=C2)C=C1C1=NN=C(N1)OCC)CC (1-(4-cyclopropyl-5-(5-ethoxy-4H-1,2,4-triazol-3-yl)-2-ethylbenzoyl)piperidin-4-yl)benzamide